N-(thiophen-2-yl)sulfonyl-N-phenylmethacrylamide S1C(=CC=C1)S(=O)(=O)N(C(C(=C)C)=O)C1=CC=CC=C1